BrC=1C=C2C3=C(NC2=CC1)N=NC(=C3)Cl 6-Bromo-3-chloro-9H-pyridazino[3,4-b]indole